COC(CCCCCCCCCCCCCCC)=O.CC1=C(C(=CC=C1)C)NC(=O)C1N(CCCC1)CCC (N-(2,6-dimethylphenyl)-1-propylpiperidine-2-carboxamide) methyl-palmitate